N1C[C@@H](CCCC1)N (R)-azepan-3-ylamine